C1(CCCC1)C=1C=C(COC2C[C@@H]3[C@@H](CNC3)C2)C=CC1 (3ar,5s,6as)-5-((3-cyclopentylbenzyl)oxy)octahydrocyclopenta[c]pyrrole